1-(1H-azirin-1-yl)-5-methylhex-1-en-3-ol N1(C=C1)C=CC(CC(C)C)O